N[C@@H]1C2=CC=CC=C2CC12CCN(CC2)C=2NC(C1=C(N2)NN=C1C=1C2=C(NS(C1)(=O)=O)C=CC=C2)=O (S)-6-(1-amino-1,3-dihydrospiro[indene-2,4'-piperidine]-1'-yl)-3-(2,2-dioxo-1H-benzo[c][1,2]thiazin-4-yl)-1,5-dihydro-4H-pyrazolo[3,4-d]pyrimidin-4-one